BrC1=C(C=C2C(=NC(=NC2=C1F)Cl)Cl)F C7-bromo-2,4-dichloro-6,8-difluoroquinazoline